FC=1C=C(C=C(C1)F)[C@@H]1CCC2=NN(C(N21)=O)[C@@H]2C[C@H](C2)OC2=NC=NN1C2=CC=C1 (5S)-5-(3,5-difluorophenyl)-2-{trans-3-[(pyrrolo[2,1-f][1,2,4]triazin-4-yl)oxy]cyclobutyl}-2,5,6,7-tetrahydro-3H-pyrrolo[2,1-c][1,2,4]triazol-3-one